6-[2-(2-bromo-2-fluorovinyl)-5-nitrophenyl]-6-azaspiro[2.5]octane BrC(=CC1=C(C=C(C=C1)[N+](=O)[O-])N1CCC2(CC2)CC1)F